6-trifluoromethyl-1H-indole-3-sulfonyl chloride FC(C1=CC=C2C(=CNC2=C1)S(=O)(=O)Cl)(F)F